(1S,3S,4R)-2-(2-(3-acetyl-5-(2-(hydroxymethyl)pyrimidin-5-yl)-7-methyl-1H-indazol-1-yl)acetyl)-N-(6-bromo-3-methylpyridin-2-yl)-2-azabicyclo[2.2.1]heptane-3-carboxamide C(C)(=O)C1=NN(C2=C(C=C(C=C12)C=1C=NC(=NC1)CO)C)CC(=O)N1[C@H]2CC[C@@H]([C@H]1C(=O)NC1=NC(=CC=C1C)Br)C2